O[C@@](C1(CN(C1)C(=O)OC(C)(C)C)C)(C1=CC=C(C=C1)C(C)C)C=1C=NC=C(C1)/C(/N)=N/O tert-butyl (R,Z)-3-(hydroxy (5-(N'-hydroxycarbamimidoyl)pyridin-3-yl)(4-isopropylphenyl)methyl)-3-methylazetidine-1-carboxylate